FC1=CC=C(C=C1)S(=O)(=O)N 4-fluorobenzenesulfonamide